COC(C\C=C/C=C)OC (3Z)-6,6-dimethoxy-1,3-hexadiene